(3S)-N-[4-(3-cyanophenyl)-5-(2,6-dimethyl-4-pyridyl)thiazol-2-yl]-3-(1-hydroxy-1-methyl-ethyl)pyrrolidine-1-carboxamide C(#N)C=1C=C(C=CC1)C=1N=C(SC1C1=CC(=NC(=C1)C)C)NC(=O)N1C[C@H](CC1)C(C)(C)O